C(C)OC1=C(C(=CC(=C1)CN1CCC2(CC(N(C2)C2=CC=C(C(=O)O)C=C2)=O)CC1)OCC)C1=CC=C(C=C1)F 4-(8-((2,6-diethoxy-4'-fluoro-[1,1'-biphenyl]-4-yl)methyl)-3-oxo-2,8-diazaspiro[4.5]decan-2-yl)benzoic acid